C(C)(C)(C)OC(=O)NCC1=CC=C(C=C1)NC(=O)N1[C@@H](CC1=O)C(=O)OC methyl (S)-1-((4-(((tert-butoxycarbonyl) amino) methyl) phenyl) carbamoyl)-4-oxoazetidine-2-carboxylate